(2S)-1-(3-(3-cyclopropyl-5a,6,8,9-tetrahydropyrido[3',2':4,5]imidazo[1,2-a]pyrazin-7(5H)-yl)-3-oxopropoxy)propan C1(CC1)C1=CC=2NC3N(CCN(C3)C(CCOCCC)=O)C2N=C1